C(C)C=1OC=C(N1)C1=CC(=NC=C1)N 4-(2-ethyl-oxazol-4-yl)pyridin-2-amine